N[C@@H]1C[C@@H](CC1)NC=1C=2N(N=CC1C(=NC1=C(C=CC(=C1)F)Cl)N)C=C(C2)C2=C(C=NC=C2)CO 4-[[(1R,3S)-3-aminocyclopentyl]amino]-N'-(2-chloro-5-fluoro-phenyl)-6-[3-(hydroxymethyl)-4-pyridyl]pyrrolo[1,2-b]pyridazine-3-carboxamidine